CNC(=O)C=1N=NN(C1)CCCCC=1N=NC(=CC1)NC(CN1C(CN(CC1)C1=CC(=CC=C1)OC(F)(F)F)=O)=O N-methyl-1-(4-(6-(2-(2-oxo-4-(3-(trifluoromethoxy)phenyl)piperazin-1-yl)acetamido)pyridazin-3-yl)butyl)-1H-1,2,3-triazole-4-carboxamide